NC1=C(C=C(C(=C1)S(=O)(=O)O)N)S(=O)(=O)O 2,5-diamino-1,4-benzenedisulfonic acid